N-(3-chloro-4-(pyridin-2-ylmethoxy)phenyl)-7-((7-methyl-7-azabicyclo[2.2.1]heptan-1-yl)ethynyl)-6-nitroquinazolin-4-amine ClC=1C=C(C=CC1OCC1=NC=CC=C1)NC1=NC=NC2=CC(=C(C=C12)[N+](=O)[O-])C#CC12CCC(CC1)N2C